tert-butyl (4-(4-methyl-3-(4,4,5,5-tetramethyl-1,3,2-dioxaborolan-2-yl)phenoxybutyl)3-nitrobenzyl)carbamate CC1=C(C=C(OCCCCC2=C(C=C(CNC(OC(C)(C)C)=O)C=C2)[N+](=O)[O-])C=C1)B1OC(C(O1)(C)C)(C)C